4-(3,8-diazabicyclo[3.2.1]octan-3-yl)-7-(8-methylnaphthalen-1-yl)-2-(((S)-1-methylpyrrolidin-2-yl)methoxy)-5,6,7,8-tetrahydropyrido[3,4-d]pyrimidine C12CN(CC(CC1)N2)C=2C1=C(N=C(N2)OC[C@H]2N(CCC2)C)CN(CC1)C1=CC=CC2=CC=CC(=C12)C